2,5-dimethylfuranedicarboxylate CC1(OC(=CC1C(=O)[O-])C)C(=O)[O-]